5-(3-phenylpropanoyl)-3-(1-isobutyl-1,2,3,6-tetrahydropyridin-4-yl)-1H-indole C1(=CC=CC=C1)CCC(=O)C=1C=C2C(=CNC2=CC1)C=1CCN(CC1)CC(C)C